tert-butyl 4-[7-[[(1R)-1-[3-(difluoromethyl)-2-fluoro-phenyl]ethyl]carbamoyl]-1H-indazol-5-yl]-3,6-dihydro-2H-pyridine-1-carboxylate FC(C=1C(=C(C=CC1)[C@@H](C)NC(=O)C=1C=C(C=C2C=NNC12)C=1CCN(CC1)C(=O)OC(C)(C)C)F)F